C(C1=CC=CC=C1)(=O)O.C(C1=CC=CC=C1)(=O)O benzoic acid-benzoate salt